2-chloro-m-xyleneBoronic acid ClC1C(C=CC=C1C)(C)B(O)O